7-(1-hydroxycyclopentyl)-2-(1-tritylpyrazol-4-yl)-12-oxa-3-thia-6-azatricyclo[6.4.1.04,13]trideca-1,4(13),7-trien-5-one OC1(CCCC1)C=1NC(C=2SC(=C3OCCCC1C32)C=3C=NN(C3)C(C3=CC=CC=C3)(C3=CC=CC=C3)C3=CC=CC=C3)=O